3-(3,4-difluoro-2-methoxyphenyl)-5,5-dimethyl-4,5-dihydrofuran-2-carboxylic acid ethyl ester C(C)OC(=O)C=1OC(CC1C1=C(C(=C(C=C1)F)F)OC)(C)C